The molecule is a glycosylglucopyranuronic acid consisting of beta-D-xylosyl and beta-D-glucuronic acid residues joined by a (1->3) glycosidic linkage. It is a carbohydrate acid and a glycosylglucopyranuronic acid. It derives from a beta-D-glucuronic acid and a beta-D-xylose. C1[C@H]([C@@H]([C@H]([C@@H](O1)O[C@H]2[C@@H]([C@H](O[C@H]([C@@H]2O)O)C(=O)O)O)O)O)O